ClC(Cl)(Cl)C1=C2C(C(=S)NC2=O)=CC=C1 (trichloromethyl)-thiophthalimide